kaempferol lithium salt [Li].O1C(=C(O)C(=O)C=2C(O)=CC(O)=CC12)C1=CC=C(O)C=C1